2-(p-tolyl)-4,5-dihydro-oxazol-4-ol C1(=CC=C(C=C1)C=1OCC(N1)O)C